1-(7,8-dichloro-4-(1H-imidazol-1-yl)quinolin-2-yl)pyrrolidine-2-carboxamide ClC1=CC=C2C(=CC(=NC2=C1Cl)N1C(CCC1)C(=O)N)N1C=NC=C1